COC1=CC=C(C=C1)[C@H]1[C@@H](CNCC1)COC=1C=C(C#N)C=CN1 |r| (+/-)-2-{[trans-4-(4-methoxyphenyl)piperidin-3-yl]methoxy}-isonicotinonitrile